CC1=C(C(NC(=C1)C)=O)CNC(=O)C=1C(=C(N2C=CC=C2C1)C(C)OCC#C)C N-((4,6-dimethyl-2-oxo-1,2-dihydropyridin-3-yl)methyl)-6-methyl-5-(1-(prop-2-yn-1-yloxy)ethyl)indolizine-7-carboxamide